N-[(3R,5S)-1-(8-cyanoquinoxalin-5-yl)-5-methylpiperidin-3-yl]-2-(oxolan-2-ylmethoxy)acetamide C(#N)C=1C=CC(=C2N=CC=NC12)N1C[C@@H](C[C@@H](C1)C)NC(COCC1OCCC1)=O